4-[[2-[4-[4-(4-amino-2-oxo-pyrrolidin-1-yl)phenyl]sulfonylpiperazin-1-yl]-6-chloro-4-pyridyl]-difluoro-methyl]-N-(3-aminopropyl)benzamide NC1CC(N(C1)C1=CC=C(C=C1)S(=O)(=O)N1CCN(CC1)C1=NC(=CC(=C1)C(C1=CC=C(C(=O)NCCCN)C=C1)(F)F)Cl)=O